ClC1=C(C=C(C=C1N1[C@H](CNCC1)C)C#N)NC1=NC=2N(C(=N1)NC1CC1)N=CC2C#N (S)-2-((2-chloro-5-cyano-3-(2-methylpiperazin-1-yl)phenyl)amino)-4-(cyclopropylamino)pyrazolo[1,5-a][1,3,5]triazine-8-carbonitrile